N-(3-bromo-2-chlorophenyl)-1-methyl-5-(oxetan-3-yl)-4,5,6,7-tetrahydro-1H-imidazo[4,5-c]pyridine-2-carboxamide BrC=1C(=C(C=CC1)NC(=O)C=1N(C2=C(CN(CC2)C2COC2)N1)C)Cl